(3r,6s)-3-((tert-butyldimethylsilyl)oxy)-6-methylnon-8-enoic acid [Si](C)(C)(C(C)(C)C)O[C@@H](CC(=O)O)CC[C@@H](CC=C)C